4-(6-fluoro-5-(methylsulfonamido)pyridin-2-yl)-1-methyl-1H-1,2,3-triazole-5-carboxylic acid FC1=C(C=CC(=N1)C=1N=NN(C1C(=O)O)C)NS(=O)(=O)C